OC(C(=O)C1=CC=CC=C1)(C)C (dl)-2-hydroxy-2-methyl-1-phenylpropan-1-one